C(CCCCC(C)C)OC(CCC1C(CC(CC1)CCC(=O)OCCCCCC(C)C)CCC(=O)OCCCCCC(C)C)=O Tri(isooctyl)-cyclohexan-1,2,4-tripropionat